C(C)OC=1C=C(C=O)C=CC1OC(CC=C)C(=CCC)C 3-ethoxy-4-((5-methylocta-1,5-dien-4-yl)oxy)benzaldehyde